CC=1N(C(=CC1)C)C1=NN(C(=C1)C(C)(C)O)C1=CC=CC=C1 2-(3-(2,5-dimethyl-1H-pyrrol-1-yl)-1-phenyl-1H-pyrazol-5-yl)propan-2-ol